(E)-3-(1H-indazol-6-yl)-N-((1r,2r)-2-methylcyclohexyl)acrylamide N1N=CC2=CC=C(C=C12)/C=C/C(=O)N[C@H]1[C@@H](CCCC1)C